6-bromo-4-methyl-1H-benzo[d]imidazole hydrochloride Cl.BrC=1C=C(C2=C(NC=N2)C1)C